[Si](C1=CC=CC=C1)(C1=CC=CC=C1)(C(C)(C)C)OCC1CCC(CC1)OCCCS(=O)(=O)C1=CC(=C(C=C1)N(C(OC(C)(C)C)=O)C=1N=CC2=C(N1)N(C(C(=C2)Cl)=O)C2CCCC2)C tert-butyl N-[4-[3-[4-[[tert-butyl(diphenyl)silyl]oxymethyl]cyclohexoxy] propylsulfonyl]-2-methyl-phenyl]-N-(6-chloro-8-cyclopentyl-7-oxo-pyrido[2,3-d]pyrimidin-2-yl)carbamate